1-[2-(1,1-dioxo-1,2-thiazolidin-2-yl)-6-[5-[(6-methylpyridazin-3-yl)amino]benzimidazol-1-yl]-3-pyridyl]ethanol tert-butyl-2-(3-hydroxybut-1-ynyl)-7-azaspiro[3.5]nonane-7-carboxylate C(C)(C)(C)C1C(CC12CCN(CC2)C(=O)OC(C)C=2C(=NC(=CC2)N2C=NC1=C2C=CC(=C1)NC=1N=NC(=CC1)C)N1S(CCC1)(=O)=O)C#CC(C)O